C(C)C1=CC=C(C=C1)CCC=CC1OCC(C=2C1=NC1=CC=CC=C1C2)=O (4-(4-ethylphenyl)butenyl)-1H-pyrano[3,4-B]quinolin-4(3H)-one